C1(=CC=CC=C1)C1=C(C(=C(C(=C1N)C1=CC=CC=C1)N)C1=CC=CC=C1)C1=CC=CC=C1 (E)-tetraphenylbenzene-1,3-diamine